BrC1=CC=C2CN(C(C2=C1)=O)C1=NC(=CC=C1)C1=NN=CN1C(C)C 6-bromo-2-(6-(4-isopropyl-4H-1,2,4-triazol-3-yl)pyridin-2-yl)isoindolin-1-one